C(#N)C1=C(C2=C(N(C(N(C2=O)C(C(=O)OC(C)(C)C)(C)C)=O)CC(OC2CCOCC2)C2=C(C=CC(=C2)F)OCC)S1)C Tert-butyl 2-(6-cyano-1-(2-(2-ethoxy-5-fluorophenyl)-2-((tetrahydro-2H-pyran-4-yl) oxy) ethyl)-5-methyl-2,4-dioxo-1,2-dihydrothieno[2,3-d]pyrimidin-3(4H)-yl)-2-methylpropanoate